5-((1S,2R)-1-(6-chloro-4-hydroxy-4-methyl-1,1-dioxido-3,4-dihydro-2H-benzo[e][1,2]thiazin-2-yl)-2-(6-fluoro-2,3-dimethylphenyl)propyl)-1,3,4-oxadiazol-2(3H)-one ClC=1C=CC2=C(C(CN(S2(=O)=O)[C@@H]([C@H](C)C2=C(C(=CC=C2F)C)C)C2=NNC(O2)=O)(C)O)C1